gold-telluride [Au]=[Te]